ClC=1N=C(C2=C(N1)C(=C(N=C2OCC)Cl)F)O 2,7-dichloro-5-ethoxy-8-fluoro-pyrido[4,3-d]pyrimidin-4-ol